(R)-4-(1-hydroxy-2-(4-(2-methoxyphenyl)piperazin-1-yl)ethyl)benzene-1,2-diol O[C@@H](CN1CCN(CC1)C1=C(C=CC=C1)OC)C=1C=C(C(=CC1)O)O